1-cyclopropyl-3-(5-(1-(1-ethoxyethyl)-1H-pyrazol-4-yl)-[1,2,4]triazolo[1,5-a]pyridin-2-yl)urea C1(CC1)NC(=O)NC1=NN2C(C=CC=C2C=2C=NN(C2)C(C)OCC)=N1